[Eu+3].C[Si]([N-][Si](C)(C)C)(C)C.C[Si]([N-][Si](C)(C)C)(C)C.C[Si]([N-][Si](C)(C)C)(C)C tris[N,N-bis(trimethylsilyl)amide] europium (III)